C(=O)C=1C(=CC=C2C(C(=COC12)C1=CC(=C(C=C1)O)C=O)=O)O 8,3'-diformyl-7,4'-dihydroxyisoflavone